3-(1,5-dimethyl-1H-pyrazol-3-yl)urea CN1N=C(C=C1C)NC(N)=O